(1r,4r)-4-((4-(2-aminopyrazolo[1,5-a]pyridin-5-yl)-6-methylpyridin-3-yl)oxy)cyclohexan-1-ol NC1=NN2C(C=C(C=C2)C2=C(C=NC(=C2)C)OC2CCC(CC2)O)=C1